C(C)(C)(C)OC(=O)N[C@@H](C)C(=O)OCCCCCCCC Octyl (tert-butoxycarbonyl)-L-alaninate